C(C1=CC=CC=C1)N1CC2(C1)CCC(CC2)N2CC1=C(C=C(C=C1CC2)C(=O)OC)F methyl 2-(2-benzyl-2-azaspiro[3.5]nonan-7-yl)-8-fluoro-3,4-dihydro-1H-isoquinoline-6-carboxylate